n-dibutylamine CCCCNCCCC